N[C@H](C(=O)NCCOCCOCCOCCNC(CCCC(=O)NCCCCOC1=C(C=C(C=C1OC)CC=1C(=NC(=NC1)N)N)OC)=O)CS (R)-N1-(2-(2-(2-(2-(2-amino-3-mercaptopropanamido)ethoxy)ethoxy)ethoxy)ethyl)-N5-(4-(4-((2,4-diaminopyrimidin-5-yl)methyl)-2,6-dimethoxyphenoxy)butyl)glutaramide